(cis)-2,6-dimethylpiperidine C[C@@H]1N[C@@H](CCC1)C